ClC=1C(=C(C=C(C1)F)[C@H](C)NCCCC(=O)O)COC1=CC=C(C=C1)OC 4-((s)-1-(3-chloro-5-fluoro-2-((4-methoxyphenoxy)methyl)phenyl)ethylamino)butanoic acid